C(CCCCCCC)C1=CC=C(C=C1)C1=CC=CC=C1 4'-octyl-[1,1'-biphenyl]